C1(=CC=CC2=CC=CC=C12)NC(C=C)=O N-1-Naphthylacrylamid